3-[2-(4-Cyclopropyl-6-fluoroquinolin-7-yl)ethynyl]-1-[(3S,5R)-5-(methoxymethyl)-1-(prop-2-enoyl)pyrrolidin-3-yl]-5-(methylamino)pyrazole-4-carboxamide C1(CC1)C1=CC=NC2=CC(=C(C=C12)F)C#CC1=NN(C(=C1C(=O)N)NC)[C@@H]1CN([C@H](C1)COC)C(C=C)=O